N=1C=NN2C1C(CCC2)N 5,6,7,8-tetrahydro-[1,2,4]triazolo[1,5-a]pyridin-8-amine